4-ethyl-3,5-heptanediol bis(4-n-propyl benzoate) C(CC)C1=CC=C(C(=O)OC(CC)C(C(CC)OC(C2=CC=C(C=C2)CCC)=O)CC)C=C1